(5-(6-chloro-7-fluoro-3-(1H-imidazol-1-yl)-5-methoxy-1-methyl-1H-indol-2-yl)-1H-1,2,4-triazol-3-yl)(4-hydroxypiperidin-1-yl)methanone ClC1=C(C=C2C(=C(N(C2=C1F)C)C1=NC(=NN1)C(=O)N1CCC(CC1)O)N1C=NC=C1)OC